C(C)(=O)O[Si](OC(C)(C)C)(OC(C)(C)C)OC(C)=O diacetoxydi-tert-butoxysilane